C=C1C2C=CC(C1)C2 5-methylene-bicyclo[2.2.1]hept-2-ene